FC1=C(C=C(C=C1)NC(=O)C=1C(=C(N2CCCCC12)C(C(=O)NCC(CO)(C)C)=O)C)C N-(4-fluoro-3-methylphenyl)-3-(2-((3-hydroxy-2,2-dimethylpropyl)amino)-2-oxoacetyl)-2-methyl-5,6,7,8-tetrahydroindolizine-1-carboxamide